4-oxo-4-[(2-phenylethyl)amino]butanoic acid O=C(CCC(=O)O)NCCC1=CC=CC=C1